OCCN(S(=O)(=O)C1=CC=C(C)C=C1)CCO N,N-bis(2-hydroxyethyl)p-toluenesulfonamide